8-chloro-N-(propan-2-yl)-1-[trans-4-(pyridin-2-yloxy)cyclohexyl]-5,6-dihydro-4H-[1,2,4]triazolo[4,3-a][1]benzazepine-5-amine ClC=1C=CC2=C(CC(CC=3N2C(=NN3)[C@@H]3CC[C@H](CC3)OC3=NC=CC=C3)NC(C)C)C1